methyl 4-[4-benzyloxy-2-(1,1-dimethyl-3-methylsulfonyl-propyl)-1-(4-fluorophenyl)indol-3-yl]benzoate C(C1=CC=CC=C1)OC1=C2C(=C(N(C2=CC=C1)C1=CC=C(C=C1)F)C(CCS(=O)(=O)C)(C)C)C1=CC=C(C(=O)OC)C=C1